COC(=O)C=1C(=NC(=NC1)NC1=NC=C(C=C1)F)NC1=C(C(=CC=C1)C1=NN(C=N1)C)OC ((5-Fluoropyridin-2-yl)amino)-4-((2-methoxy-3-(1-methyl-1H-1,2,4-triazol-3-yl)phenyl)amino)pyrimidine-5-carboxylic acid methyl ester